ClC1=CC=C2C(=CN(C2=C1)C1(CC1)/C=C/C(C)=O)[N+](=O)[O-] (E)-4-(1-(6-chloro-3-nitro-1H-indol-1-yl)cyclopropyl)but-3-en-2-one